ethylene glycol bis(2-methyl-2-iodo-propionate) CC(C(=O)OCCOC(C(C)(I)C)=O)(C)I